FC(C1=C(C=C2CCCN(C2=C1)C=1C=C(C2=C(N(C(N2C)=O)C)C1)OC)C=1C=NN(C1)C)F 6-(7-(difluoromethyl)-6-(1-methyl-1H-pyrazol-4-yl)-3,4-dihydroquinolin-1(2H)-yl)-4-methoxy-1,3-dimethyl-1H-benzo[d]imidazol-2(3H)-one